Quinoline-4-carboxylic acid methyl ester COC(=O)C1=CC=NC2=CC=CC=C12